O1COC2=C1C=CC(=C2)[C@@H](C)NC(C=CC2=C(C=C(C=C2)F)F)=O |r| (±)-N-(1-Benzo[1,3]dioxol-5-yl-ethyl)-3-(2,4-difluoro-phenyl)-acrylamide